NC1CCC(CC1)C(=O)OCC(=O)N1CCC(CC1)C1=CC2=C(N(C(N2C)=O)C2C(NC(CC2)=O)=O)C=C1 [2-[4-[1-(2,6-Dioxo-3-piperidyl)-3-methyl-2-oxo-benzimidazol-5-yl]-1-piperidyl]-2-oxo-ethyl] 4-aminocyclohexanecarboxylate